2-(4-methylthiophenyl)-3-(3,4,5-trimethoxyphenyl)-2H-azepine CSC1=CC=C(C=C1)C1N=CC=CC=C1C1=CC(=C(C(=C1)OC)OC)OC